CNCC1=C(C=NC=C1)N1CCCC1 N-methyl-1-(3-pyrrolidin-1-yl-4-pyridyl)methanamine